(S)-(4-(1,3-dioxoisoindolin-2-yl)-4-(5-phenyl-1H-imidazol-2-yl)butyl)carbamic acid benzyl ester C(C1=CC=CC=C1)OC(NCCC[C@@H](C=1NC(=CN1)C1=CC=CC=C1)N1C(C2=CC=CC=C2C1=O)=O)=O